3-(5-(4-(2-(2-(3-(4-amino-3-(4-phenoxyphenyl)-1H-pyrazolo[3,4-d]pyrimidin-1-yl)piperidin-1-yl)ethoxy)ethyl)piperidin-1-yl)-1-oxoisoindolin-2-yl)piperidine-2,6-dione NC1=C2C(=NC=N1)N(N=C2C2=CC=C(C=C2)OC2=CC=CC=C2)C2CN(CCC2)CCOCCC2CCN(CC2)C=2C=C1CN(C(C1=CC2)=O)C2C(NC(CC2)=O)=O